BrC=1C(=NC(=NC1)Cl)NC1=C(C=C(C=C1)C1=CC=CC=C1)P(C)(C)=O (4-((5-bromo-2-chloropyrimidin-4-yl)amino)-[1,1'-biphenyl]-3-yl)dimethylphosphine oxide